C(C1=CC=CC=C1)OC([C@@H](NC(F)F)C)=O difluoromethyl-alanine benzyl ester